FC1=C(C(=CC(=C1)OC)F)C1=C(C(N(N1C)C1=NC(=CC=C1)N1C[C@H](CC1)O)=O)NC(C1=CC=C(C=C1)OC(F)F)=O N-[5-(2,6-difluoro-4-methoxyphenyl)-2-{6-[(3S)-3-hydroxypyrrolidin-1-yl]pyridin-2-yl}-1-methyl-3-oxo-2,3-dihydro-1H-pyrazol-4-yl]-4-(difluoromethoxy)benzamide